FC=1C=C(OC2=CC=C(C=C2)NC(=O)OCC=2C(=C3C(N(CC3=CC2)C2C(NC(CC2)=O)=O)=O)OCC(=O)O)C=CC1F 2-((5-((((4-(3,4-difluorophenoxy)phenyl)carbamoyl)oxy)methyl)-2-(2,6-dioxopiperidin-3-yl)-3-oxoisoindolin-4-yl)oxy)acetic Acid